ClC1=C(C=C2C(C(NC2=C1)=O)=C(O)C1=CC(=NO1)C1CCCCC1)C1=CC=C(C=C1)N1CCOCC1 6-chloro-3-[(3-cyclohexylisoxazol-5-yl)-hydroxy-methylene]-5-(4-morpholinophenyl)indolin-2-one